4-{2-cyclohexyl-2-[2-(4-methoxycarbonyl-phenyl)-benzimidazol-1-yl]-acetylamino}-piperidine-1-carboxylic acid ethyl ester hydrogen chloride Cl.C(C)OC(=O)N1CCC(CC1)NC(C(N1C(=NC2=C1C=CC=C2)C2=CC=C(C=C2)C(=O)OC)C2CCCCC2)=O